(E)-hex-3-en-1-yl (E)-3-(4-methoxyphenyl)acrylate COC1=CC=C(C=C1)/C=C/C(=O)OCC\C=C\CC